O(C1=CC=CC=C1)CC1=CC=C(C=C1)C(F)(F)F (phenoxymethyl)-4-(trifluoromethyl)benzene